C1=CC(=CC=2C3=CC=CC=C3NC12)C(C)C1OC(CC(O1)=O)=O 2-(1-(9H-carbazol-3-yl)ethyl)-1,3-dioxane-4,6-dione